[Co].[Fe] iron-cobalt salt